3-[5-(5-aminopentyl)-3-methyl-2-oxo-1,3-benzodiazol-1-yl]piperidine-2,6-dione trifluoroacetate FC(C(=O)O)(F)F.NCCCCCC1=CC2=C(N(C(N2C)=O)C2C(NC(CC2)=O)=O)C=C1